6-(4-(3-(((7-Cyclopropoxy-4-oxo-3,4-dihydrophthalazin-1-yl)methyl)amino)butanoyl)piperazin-1-yl)nicotinonitrile C1(CC1)OC1=CC=C2C(NN=C(C2=C1)CNC(CC(=O)N1CCN(CC1)C1=NC=C(C#N)C=C1)C)=O